(R)-5,6-dihydro-4H-pyrrolo[1,2-b]pyrazole N=1N2C(=CC1)CCC2